(1R,5S,6s)-N-[6-(2-chloro-5-fluoro-phenyl)pyridazin-3-yl]-3-[(4-fluorophenyl)methyl]-3-azabicyclo[3.1.0]hexan-6-amine ClC1=C(C=C(C=C1)F)C1=CC=C(N=N1)NC1[C@@H]2CN(C[C@H]12)CC1=CC=C(C=C1)F